(S)-1-(2-bromophenyl)-3-((tert-butyldimethylsilyl)oxy)piperidine BrC1=C(C=CC=C1)N1C[C@H](CCC1)O[Si](C)(C)C(C)(C)C